ClC1=C2C(NC=N1)=NC=C2C2CC2 4-chloro-5-cyclopropyl-1H-pyrrolo[2,3-d]pyrimidine